(2S,4R)-1-(2-(3-acetyl-5-(2-(aminomethyl)pyrimidin-5-yl)-1H-indazol-1-yl)acetyl)-N-(6-bromopyridin-2-yl)-4-fluoropyrrolidine-2-carboxamide hydrochloride Cl.C(C)(=O)C1=NN(C2=CC=C(C=C12)C=1C=NC(=NC1)CN)CC(=O)N1[C@@H](C[C@H](C1)F)C(=O)NC1=NC(=CC=C1)Br